5-((5-chloro-3-(2,2,2-trifluoroethoxy)pyridin-2-yl)oxy)-1,4-dimethyl-N-(4-methyl-1,1-dioxidotetrahydro-2H-thiopyran-4-yl)-1H-benzo[d]imidazole-2-carboxamide ClC=1C=C(C(=NC1)OC1=C(C2=C(N(C(=N2)C(=O)NC2(CCS(CC2)(=O)=O)C)C)C=C1)C)OCC(F)(F)F